Methyl 2-[[4-[6-[(4-bromo-2-methoxy-phenyl)methoxy]-2-pyridyl]-2,5-difluorophenyl]methyl]-3-[[(2S)-oxetan-2-yl]methyl]benzimidazole-5-carboxylate BrC1=CC(=C(C=C1)COC1=CC=CC(=N1)C1=CC(=C(C=C1F)CC=1N(C2=C(N1)C=CC(=C2)C(=O)OC)C[C@H]2OCC2)F)OC